C1(=CC=C(C=C1)C=1OCCN1)C=1OCCN1 2,2'-(1,4-Phenylen)bis(2-oxazolin)